C(C(C)C)[C@H]1N2CC(C[C@@H]2CC1)=C (5S,7aS)-5-isobutyl-2-methylenetetrahydro-1H-pyrrolizine